C1OCC12N(CCC2)C=2OC1=C(N2)C=C(C=C1)NC(=O)C1=CC2=C(OCO2)C=C1 benzo[1,3]dioxole-5-carboxylic acid [2-(2-oxa-5-aza-spiro[3.4]oct-5-yl)-benzooxazol-5-yl]-amide